1-(4-amino-3-methyl-pyrazol-1-yl)cyclopropanecarbonitrile NC=1C(=NN(C1)C1(CC1)C#N)C